N-(3-chloro-2-methylphenyl)-2-{[2-(methylsulfanyl)ethyl]amino}-6-({[2-(trifluoromethyl)phenyl]carbonyl}amino)-1H-benzimidazole-4-carboxamide ClC=1C(=C(C=CC1)NC(=O)C1=CC(=CC=2NC(=NC21)NCCSC)NC(=O)C2=C(C=CC=C2)C(F)(F)F)C